N-(6-amino-5-ethyl-3-pyridyl)-2-[(5S)-5-methyl-2-(2-methylindazol-6-yl)-1-piperidyl]-2-oxo-acetamide NC1=C(C=C(C=N1)NC(C(=O)N1C(CC[C@@H](C1)C)C=1C=CC2=CN(N=C2C1)C)=O)CC